CC1=CC(=CC(=N1)N1CCC2(CC1)[C@@H](C1=CC=CC=C1C2)N)C=2SC=CN2 (S)-1'-(6-methyl-4-(thiazol-2-yl)pyridin-2-yl)-1,3-dihydrospiro[indene-2,4'-piperidin]-1-amine